4-[[2-(4,4-difluoro-3,3-dimethyl-but-1-ynyl)-3-fluoro-4-pyridyl]-(2,2-difluoroethyl)amino]-5-fluoro-1-(trideuteriomethyl)quinazolin-2-one FC(C(C#CC1=NC=CC(=C1F)N(C1=NC(N(C2=CC=CC(=C12)F)C([2H])([2H])[2H])=O)CC(F)F)(C)C)F